monomelamine orthophosphate P(=O)(O)(O)O.N1=C(N)N=C(N)N=C1N